1-(1-fluoro-6-(4-(4-formylpiperidin-1-yl)phenyl)-3,8,9,10-tetrahydrocyclohepta[e]indazol-7-yl)cyclopropane-1-carbonitrile FC1=NNC=2C=CC3=C(C12)CCCC(=C3C3=CC=C(C=C3)N3CCC(CC3)C=O)C3(CC3)C#N